FC=1C=C2C(=NC(=NC2=CC1)C(F)(F)F)SC1=CC=CC=C1 6-fluoro-4-(phenylthio)-2-(trifluoromethyl)quinazoline